(2R,5'S)-1'-((S)-3-cyclopropyl-2-(methylamino)propanoyl)-3-oxo-4,5-dihydro-3H-spiro[pyrido[2,3-f][1,4]oxazepine-2,3'-pyrrolidine]-5'-carboxamide C1(CC1)C[C@@H](C(=O)N1C[C@@]2(C[C@H]1C(=O)N)OC1=C(CNC2=O)N=CC=C1)NC